O1C[C@H](CCC1)NCCCC1=C2N(C(N1)=S)C[C@H](C2)C2=C(C(=CC=C2F)F)F (R)-1-(3-(((S)-tetrahydro-2H-pyran-3-yl)amino)propyl)-6-(2,3,6-trifluorophenyl)-2,5,6,7-tetrahydro-3H-pyrrolo[1,2-c]imidazole-3-thione